C12CN(CC(CC1)N2)C=2OC=1C(N2)=C(C=CC1C=1SC=CN1)C(=O)OCC ethyl 2-(3,8-diazabicyclo[3.2.1]octan-3-yl)-7-(thiazol-2-yl)benzo[d]oxazole-4-carboxylate